C1(=CC(=CC=C1)C(C(C)C)O)C1=CC=CC=C1 [1,1'-biphenyl]-3-yl-2-methylpropanol